3-bromo-5-fluoro-pyridine-2-carbaldehyde BrC=1C(=NC=C(C1)F)C=O